n-octadecyl-β-(4'-hydroxy 3',5'-di-t-butylphenyl)propionate C(CCCCCCCCCCCCCCCCC)OC(CCC1=CC(=C(C(=C1)C(C)(C)C)O)C(C)(C)C)=O